C(C)OC(C(CC)N(C(=O)OCC)CCCC)=O 2-(butyl-(ethoxycarbonyl)amino)butyric acid ethyl ester